C1(=CC=C(C=C1)CN1CCNCCCNCCNCCC1)CN1CCNCCCNCCNCCC1 1,1'-[1,4-phenylene-bis-(methylene)]-bis-1,4,8,11-tetraazacyclotetradecane